(3Z)-17,17-diheptoxy-3-heptadecen-1-ol C(CCCCCC)OC(CCCCCCCCCCCC\C=C/CCO)OCCCCCCC